6-(6-fluoro-7-isopropoxyimidazo[1,2-a]pyridin-3-yl)-N-((3S,4S)-4-fluoropiperidin-3-yl)pyridin-2-amine FC=1C(=CC=2N(C1)C(=CN2)C2=CC=CC(=N2)N[C@H]2CNCC[C@@H]2F)OC(C)C